CC(C=C)(CC)O methyl-ethyl-vinyl-methyl alcohol